O=C1OC(C2=CC(=CC=C12)C(=O)[O-])=O 1,3-dihydro-1,3-dioxo-5-isobenzofurancarboxylate